ethyl (trimethylsilyl)acetate C[Si](C)(C)CC(=O)OCC